(2-(Cyclobutylamino)pyridin-4-yl)(4-((3,4-dihydroisoquinolin-2(1H)-yl)methyl)-4-hydroxypiperidin-1-yl)methanone C1(CCC1)NC1=NC=CC(=C1)C(=O)N1CCC(CC1)(O)CN1CC2=CC=CC=C2CC1